C1(=CC=CC=C1)C1=C(N=C(O1)C1=CC=C(C=C1)C(F)(F)F)C(=O)NCCC 5-phenyl-N-propyl-2-(4-(trifluoromethyl)phenyl)Oxazole-4-carboxylic acid amide